CC12SSCC(N(C1=O)C)C(N2CC=2N=CN(C2)C)=O 1,6-Dimethyl-8-((1-methyl-1H-imidazol-4-yl)methyl)-2,3-dithia-6,8-diazabicyclo[3.2.2]nonane-7,9-dione